OCCNC=1C(=C(C=C(C1)C)NCCO)OC 2-({3-[(2-Hydroxyethyl)amino]-2-methoxy-5-methylphenyl}amino)ethanol